C(C1=CC=CC=C1)=NC1CCC(CC1)CC1CCC(CC1)N=CC1=CC=CC=C1 N,N'-Dibenzylidene-4,4'-methylene-bis(cyclohexylamine)